cis-5-((5-(3-(5-(tert-butyl)furan-2-yl)cyclopentyl)-1H-pyrazol-3-yl)amino)-4-fluoro-2,3-dihydrobenzo[d]isothiazole 1,1-dioxide C(C)(C)(C)C1=CC=C(O1)[C@H]1C[C@H](CC1)C1=CC(=NN1)NC=1C=CC2=C(CNS2(=O)=O)C1F